CC1(CNC2=C1C=NC(=C2)C)C 3,3,6-trimethyl-2,3-dihydro-1H-pyrrolo[3,2-c]pyridine